C(C)C=1C(=C(C=CC1)[O-])[N+](=O)[O-] ethyl-nitrophenolate